4-(4-(4-(2,6-dimethoxy-4-(2-methyl-7-(methylamino)-1-oxo-1,2-dihydro-2,6-naphthyridin-4-yl)benzyl)piperazin-1-yl)-4-oxobutoxy)-2-(2,6-dioxopiperidin-3-yl)isoindoline-1,3-dione COC1=C(CN2CCN(CC2)C(CCCOC2=C3C(N(C(C3=CC=C2)=O)C2C(NC(CC2)=O)=O)=O)=O)C(=CC(=C1)C1=CN(C(C2=CC(=NC=C12)NC)=O)C)OC